(E)-bis(3-chlorophenyl)-6-nitroquinoxaline-2,3-diamine ClC=1C=C(C=CC1)C1=C(C(=C2N=C(C(=NC2=C1)N)N)C1=CC(=CC=C1)Cl)[N+](=O)[O-]